C(#N)C(C)(C)C=1C=C(C(=O)NC2=C(C=C(C(=C2)C=2C=NC3=CC(=NC=C3C2)N(C)CC2=CC=C(C=C2)OC)C)F)C=CC1 3-(2-cyanoprop-2-yl)-N-(2-fluoro-5-(7-((4-methoxybenzyl)(methyl)amino)-1,6-naphthyridin-3-yl)-4-methylphenyl)benzamide